(R)-(4-(1-morpholinoethyl)phenyl)methanol O1CCN(CC1)[C@H](C)C1=CC=C(C=C1)CO